O=C1NC2=CC=CC=C2C(N1CC(=O)NC(C)C=1OC=CC1)=O 2-(2,4-dioxo-1,4-dihydroquinazolin-3(2H)-yl)-N-(1-(furan-2-yl)ethyl)acetamide